C(CC)(=O)OC(CCC)=O butanoic propionic anhydride